NC1=C(C=CC=C1N1CCCCC1)O 2-amino-3-(piperidin-1-yl)phenol